NCCCCCCCCCCS 10-amino-1-decanethiol